tripropargyl-pentaerythritol C(C#C)C(C(C(O)(CC#C)CC#C)(CO)CO)O